OCCOC=C vinyl β-hydroxy-ethyl ether